6-(2,4-dimethoxybenzyl)-2-((2-(trimethylsilyl)ethoxy)methyl)-2,4,5,6-tetrahydro-7H-pyrazolo[3,4-c]pyridin-7-one COC1=C(CN2C(C=3C(CC2)=CN(N3)COCC[Si](C)(C)C)=O)C=CC(=C1)OC